nitrophenol ammonium salt [NH4+].[N+](=O)([O-])C1=C(C=CC=C1)O